C(C)(C)(C)N(C(=O)OC1=CC(O)=CC(=C1)CCCCCCCCCCCCCCCCCCCCC)CC1CNC1 5-Heneicosyl-resorcinol tert-Butyl(azetidin-3-ylmethyl)carbamate